CN([C@H]1CNCC1)C (R)-3-dimethylaminopyrrolidine